FC([C@H](C1=CN(C2=CC(=CC=C12)C1=NC=C(C=C1C(F)(F)F)F)CC(C)(C)C)N(CS(N)(=O)=O)C)F (S)-N-(2,2-difluoro-1-(6-(5-fluoro-3-(trifluoromethyl)pyridin-2-yl)-1-neopentyl-1H-indol-3-yl)ethyl)-sulfamoyldimethylamine